ClC1=C(C=CC=C1)[C@@H]([C@H](C)C=1N(C(C(=C(N1)C(=O)NC=1C=NOC1)O)=O)C)C1=C(C=CC=C1)C#N 2-((1S,2S)-1-(2-chlorophenyl)-1-(2-cyanophenyl)propan-2-yl)-5-hydroxy-N-(isoxazol-4-yl)-1-methyl-6-oxo-1,6-dihydropyrimidine-4-carboxamide